N-methyl-O-((2R)-2-((tetrahydro-2H-pyran-2-yl)oxy)propyl)-L-serine CN[C@@H](COC[C@@H](C)OC1OCCCC1)C(=O)O